(R)-3-cyclopentyl-1-(1-(6,7-difluoro-3-methyl-4-oxo-3,4-dihydrophthalazin-1-yl)ethyl)-1-isobutylurea C1(CCCC1)NC(N(CC(C)C)[C@H](C)C1=NN(C(C2=CC(=C(C=C12)F)F)=O)C)=O